ClC=1C(N(C=C(C1C1=C(C=C(C=C1)F)Cl)C1=C(C(=CC(=C1)OC)OC)Cl)OC(F)F)=O 3-chloro-5-(2-chloro-3,5-dimethoxyphenyl)-4-(2-chloro-4-fluorophenyl)-1-(difluoromethoxy)-2(1H)-pyridone